3-(5-(((1R,2R)-2-(((1-ethyl-1H-pyrazol-4-yl)methyl)amino)cyclohexyl)oxy)-1-oxoisoindolin-2-yl)piperidine-2,6-dione C(C)N1N=CC(=C1)CN[C@H]1[C@@H](CCCC1)OC=1C=C2CN(C(C2=CC1)=O)C1C(NC(CC1)=O)=O